N[C@H]1CN(CC[C@@H]1OC)C1=NC=2CN3[C@@H](CN(C[C@@H]3C2C=C1)C1=C2C=CC(=NC2=C(C=C1)C#N)[2H])C 5-[(2S,6R)-11-[(3S,4S)-3-amino-4-methoxy-1-piperidyl]-6-methyl-4,7,10-triazatricyclo[7.4.0.02,7]trideca-1(9),10,12-trien-4-yl]-2-deuterio-quinoline-8-carbonitrile